2,2-difluoroethanolate hydrochloride Cl.FC(C[O-])F